diethyl 2,3-bis(1-trifluoromethylethyl)succinate FC(C(C)C(C(=O)OCC)C(C(=O)OCC)C(C)C(F)(F)F)(F)F